(Cyclopropyl-methylene)-2-methylpropane-2-sulfinamide C1(CC1)C=CC(C)(S(=O)N)C